Tin tert-butoxide CC(C)(C)[O-].[Sn+4].CC(C)(C)[O-].CC(C)(C)[O-].CC(C)(C)[O-]